(S)-2-((3-hydroxypyridin-2-yl)amino)-4,5-dihydrothiazole-4-carboxylic acid OC=1C(=NC=CC1)NC=1SC[C@@H](N1)C(=O)O